[B].[B].[C@@]12([C@@](CC[C@H](C1(C)C)C2)(C)O)O.[C@@]21([C@@](CC[C@H](C2(C)C)C1)(C)O)O bis-(1S,2S,3R,5S)-(+)-pinanediol diboron